5-amino-N-(5-cyclobutyl-4-(3,4-difluorophenyl)thiazol-2-yl)-3-methylpyridine-2-sulfonamide NC=1C=C(C(=NC1)S(=O)(=O)NC=1SC(=C(N1)C1=CC(=C(C=C1)F)F)C1CCC1)C